N[C@H]1CN(CC1)C1=CC(N(C(N1CC#CC)=O)CC=1SC2=C(N1)C=CC=C2)=O (R)-6-(3-aminopyrrolidin-1-yl)-3-(benzo[d]thiazol-2-ylmethyl)-1-(but-2-yn-1-yl)pyrimidine-2,4(1H,3H)-dione